C(C)(C)(C)OC(N(C1CNCCC1)CC1CCC1)=O.FC([Si](Cl)(C(F)(F)F)C(C(C(C(C(C(C(C(F)(F)F)(F)F)(F)F)(F)F)(F)F)(F)F)(F)F)(F)F)(F)F perfluoro-octyldimethyl-chlorosilane tert-butyl-N-(cyclobutylmethyl)-N-[3-piperidyl]carbamate